Ethyl (S)-3-(5-cyclopropyl-4-fluoro-2',3',4'-trimethyl-6'-(pent-4-en-1-yloxy)-[1,1'-biphenyl]-3-yl)-3-((R)-2-hydroxypent-4-enamido)propanoate C1(CC1)C=1C(=C(C=C(C1)C1=C(C(=C(C=C1OCCCC=C)C)C)C)[C@H](CC(=O)OCC)NC([C@@H](CC=C)O)=O)F